CN1N=CC(=C1C1=CC=2N(C=C1)N=C(C2)NC2=NC(=NC(=C2)C)C(F)(F)F)OC[C@@H]2N(CCC2)C 5-[2-methyl-4-[[(2R)-1-methylpyrrolidin-2-yl]methoxy]pyrazol-3-yl]-N-[6-methyl-2-(trifluoromethyl)pyrimidin-4-yl]pyrazolo[1,5-a]pyridin-2-amine